N-(4-cyclopropylbenzyl)-6-fluoro-N-methyl-2H-benzopyran-3-carboxamide C1(CC1)C1=CC=C(CN(C(=O)C=2COC3=C(C2)C=C(C=C3)F)C)C=C1